FC1=C(C=C(C=C1)F)C#CC1=NNC2=C1C=1N(C(=N2)N2CCC3([C@@H]([C@@H](OC3)C)N)CC2)C=CN1 (3S,4S)-8-(9-((2,5-difluorophenyl)ethynyl)-7H-imidazo[1,2-c]pyrazolo[4,3-e]pyrimidin-5-yl)-3-methyl-2-oxa-8-azaspiro[4.5]decan-4-amine